5-[2-(ethylthio)propyl]-3-hydroxy-2-cyclohexenone C(C)SC(CC1CC(=CC(C1)=O)O)C